2-(5-(2-Cyanopyridin-4-yl)-2,3-dihydro-1H-inden-4-yl)-N-((1-isopropyl-5-(3-methoxyoxetan-3-yl)-1H-pyrazol-3-yl)sulfonyl)acetamide, potassium salt [K].C(#N)C1=NC=CC(=C1)C=1C(=C2CCCC2=CC1)CC(=O)NS(=O)(=O)C1=NN(C(=C1)C1(COC1)OC)C(C)C